6-cyclopropyl-2-((3-hydroxycyclopentyl)amino)nicotinonitrile C1(CC1)C1=NC(=C(C#N)C=C1)NC1CC(CC1)O